tert-butyl (S)-4-(3-cyano-2-fluoro-4-nitrophenyl)-2-(hydroxymethyl)piperazine-1-carboxylate C(#N)C=1C(=C(C=CC1[N+](=O)[O-])N1C[C@H](N(CC1)C(=O)OC(C)(C)C)CO)F